ClC1=CC(=NC(=C1)C(=O)Cl)C(=O)Cl 4-chloro-2,6-pyridinedicarboxylic acid chloride